8-{({[1-(N,N-dimethylglycyl)piperidin-4-yl]oxy}carbonyl)[(1r,3r)-3-{2-[(2-octyldecyl)oxy]-2-oxoethyl}cyclobutyl]amino}octanoate CN(CC(=O)N1CCC(CC1)OC(=O)N(CCCCCCCC(=O)[O-])C1CC(C1)CC(=O)OCC(CCCCCCCC)CCCCCCCC)C